C(C)[C@]1(CCC=2C1=NC(=CC2)N2C=C(C1=C2N=C(N=C1)NC1=CC(=C(C=C1)OC1CC2CCC(C1)N2C)OC)F)O (7R)-7-ethyl-2-(5-fluoro-2-((3-Methoxy-4-((8-methyl-8-azabicyclo[3.2.1]oct-3-yl)oxy)phenyl)amino)-7H-pyrrolo[2,3-d]Pyrimidin-7-yl)-6,7-dihydro-5H-cyclopenta[b]pyridin-7-ol